C1(=CC=CC=C1)OP(O)(=O)CNCC(C)C 2-Methylpropylaminomethyl-phosphonic acid monophenyl ester